ClC1=C(C#N)C(=CC=N1)NC1=C(C=C(C=C1)OC1CCCC1)C chloro-4-((4-(cyclopentyloxy)-2-methylphenyl)amino)nicotinonitrile